methyl (E)-6-phenylhex-5-enoate C1(=CC=CC=C1)/C=C/CCCC(=O)OC